C=1N=CN2C1C1=CC=CC=C1[C@@H]2[C@H]2[C@H](C(COC2)(C)C)O (4R,5R)-5-((S)-5H-imidazo[5,1-a]isoindol-5-yl)-3,3-dimethyltetrahydro-2H-pyran-4-ol